butyl N-[4-amino-2-fluoro-5-(2-methoxyphenoxy)phenyl]carbamate NC1=CC(=C(C=C1OC1=C(C=CC=C1)OC)NC(OCCCC)=O)F